C(C)C(C(C)(C)C)N(NC(C1=C(C(=CC=C1)OC)C)=O)C(C1=CC(=CC(=C1)C)C)=O 3,5-dimethyl-benzoic acid N-(1-ethyl-2,2-dimethyl-propyl)-N'-(2-methyl-3-methoxy-benzoyl)-hydrazide